S(C)(=O)(=O)OCC#CCOS(C)(=O)=O 2-butyne-1,4-diol dimesylate